N-(5-(3,5-difluorobenzyl)-1H-indazol-3-yl)-4-(4-(3-((2-(2,6-dioxopiperidin-3-yl)-1,3-dioxoisoindolin-5-yl)oxy)cyclopentyl)piperazin-1-yl)-2-((tetrahydro-2H-pyran-4-yl)amino)benzamide FC=1C=C(CC=2C=C3C(=NNC3=CC2)NC(C2=C(C=C(C=C2)N2CCN(CC2)C2CC(CC2)OC=2C=C3C(N(C(C3=CC2)=O)C2C(NC(CC2)=O)=O)=O)NC2CCOCC2)=O)C=C(C1)F